C1(=CC=C(C=C1)[I+]C1=CC=C(C=C1)C)C(C)C p-cumenyl-(p-tolyl)iodonium